N[C@H](C)C=1C=C(C(=C2C(N(C(=NC12)N1CCOCC1)C)=O)F)C 8-[(1R)-1-aminoethyl]-5-fluoro-3,6-dimethyl-2-morpholino-quinazolin-4-one